ethyl 1,3-thiazole-4-carboxylate S1C=NC(=C1)C(=O)OCC